2-(1-methyl-1H-imidazo[1,2-b]pyrazole-7-carbonyl)-2-azaspiro[3.3]heptan-6-yl (5-(trifluoromethyl)pyridin-3-yl)carbamate FC(C=1C=C(C=NC1)NC(OC1CC2(CN(C2)C(=O)C2=C3N(N=C2)C=CN3C)C1)=O)(F)F